ClC=1C(=NC(=NC1)NC1=CC(=C(C=C1OC)CC#N)C)NC1=C(C=CC=C1)S(=O)(=O)C(C)C 2-(4-((5-chloro-4-((2-(isopropylsulfonyl)phenyl)amino)pyrimidin-2-yl)amino)-5-methoxy-2-methylphenyl)acetonitrile